FC=1C=C(C=CC1OC1=CC=NC2=CC(=C(N=C12)OC)C=1C=NC=CC1)NC(=O)C1=CN(C(=C(C1=O)C1=CC=C(C=C1)F)C)C(C)C N-[3-fluoro-4-[(6-methoxy-7-pyridin-3-yl-1,5-naphthyridin-4-yl)oxy]phenyl]-5-(4-fluorophenyl)-6-methyl-4-oxo-1-propan-2-ylpyridine-3-carboxamide